BrC1=C(C(=C(C=C1)C1=CC=C(C=C1)F)Cl)Cl 4-bromo-2,3-dichloro-4'-fluoro-1,1'-biphenyl